C1(CC1)CNC(=O)C1C(C2=CC=3C(C(C(C3C=C2C1=O)=O)C(=O)NCC1CC1)=O)=O N2,N6-bis(cyclopropylmethyl)-1,3,5,7-tetraoxo-1,2,3,5,6,7-hexahydro-s-indacene-2,6-dicarboxamide